tert-butyl 4-(1H-benzimidazol-4-yl)piperidine-1-carboxylate N1C=NC2=C1C=CC=C2C2CCN(CC2)C(=O)OC(C)(C)C